NC1=NN(C2=CC(=CC=C12)[C@@H]1C[C@@]12C(N(C1=CC=C(C=C21)OC)C(=O)OC(C)(C)C)=O)C(=O)OC(C)(C)C tert-butyl (1R,2S)-2-[3-amino-1-(tert-butoxycarbonyl)indazol-6-yl]-5'-methoxy-2'-oxospiro[cyclopropane-1,3-indole]-1'-carboxylate